heptane-1,3,5,7-tetraone C(CC(CC(CC=O)=O)=O)=O